1-(4-(1-(2,6-dichlorophenyl)azetidin-3-yl)-2,6-dimethylbenzyl)-3-fluoropiperidine-4-carboxylic acid ClC1=C(C(=CC=C1)Cl)N1CC(C1)C1=CC(=C(CN2CC(C(CC2)C(=O)O)F)C(=C1)C)C